O=C1NC(CCC1N1C(C2=CC=C(C=C2C1)NCC1CCN(CC1)C(=O)OC(C)(C)C)=O)=O tert-butyl 4-({[2-(2,6-dioxopiperidin-3-yl)-1-oxo-3H-isoindol-5-yl]amino}methyl)piperidine-1-carboxylate